2,5-Bis(2-benzimidazolyl)-pyridine N1=C(NC2=C1C=CC=C2)C2=NC=C(C=C2)C=2NC1=C(N2)C=CC=C1